C1(CC1)N(C(CN1N=C(C=2C(=CC=CC12)C=1C(=CC2=CN(N=C2C1)C)F)C1CCN(CC1)C(=O)OC(C)(C)C)=O)CC(=O)NCC(=O)OCC tert-butyl 4-(1-(2-(cyclopropyl(2-((2-ethoxy-2-oxoethyl)amino)-2-oxoethyl)amino)-2-oxoethyl)-5'-fluoro-2'-methyl-1H,2'H-[4,6'-biindazol]-3-yl)piperidine-1-carboxylate